5-(1H-benzimidazol-2-yl)-N-(3-chloro-4-methoxy-phenyl)-1H-pyrazole-3-carboxamide N1C(=NC2=C1C=CC=C2)C2=CC(=NN2)C(=O)NC2=CC(=C(C=C2)OC)Cl